(R)-N-(1-((dimethylamino)methyl)cyclopropyl)-2-fluoro-2-(3-fluorophenyl)propanamide CN(C)CC1(CC1)NC([C@@](C)(C1=CC(=CC=C1)F)F)=O